(R)-6-cyclopropyl-4-((1-(3-(difluoromethyl)-2-fluorophenyl)ethyl)amino)-7-Oxo-6,7-dihydropyrido[3,4-d]pyridazine-1-carboxylic acid C1(CC1)N1C=C2C(=NN=C(C2=CC1=O)C(=O)O)N[C@H](C)C1=C(C(=CC=C1)C(F)F)F